COC1=C(CN(C2=C(C=3N(C=N2)N=CC3C)OC)CC3=C(C=C(C=C3)OC)OC)C=CC(=C1)OC N,N-bis(2,4-dimethoxybenzyl)-4-methoxy-3-methylpyrazolo[1,5-c]pyrimidin-5-amine